C1(=CC=CC=C1)CCC[N+](C)(C)CCCCCCCCCCCCCCCC N-(3-phenylpropyl)-N,N-dimethylhexadecylammonium